3,5-dichloro-2-iodo-4-(3-isopropyl-4-(methoxymethyloxy)benzyl)phenol ClC=1C(=C(C=C(C1CC1=CC(=C(C=C1)OCOC)C(C)C)Cl)O)I